C(C)(C)(C)C1C=2C=C(C(NC2C2=C(C1)N1C(=N2)C(=CC=C1)OC(F)F)=O)C(=O)O 5-(tert-butyl)-11-(difluoromethoxy)-2-oxo-1,2,5,6-tetrahydropyrido[2',1':2,3]imidazo[4,5-h]quinoline-3-carboxylic acid